COC(=O)[C@H]1CN(CC[C@H]1N)C(=O)OC(C)(C)C |r| rac-(3S,4R)-4-amino-piperidine-1,3-dicarboxylic acid 1-tert-butyl ester 3-methyl ester